tetrahydropyran-4-carboxylic acid, trifluoroacetate salt FC(C(=O)O)(F)F.O1CCC(CC1)C(=O)O